NC1=NC=2C=NC(=CC2C2=C1COC2)C(=O)N2[C@@H](COCC2)C2=CC=C(C#N)C=C2 4-((3R)-4-((4-amino-1,3-dihydrofuro[3,4-c][1,7]naphthyridin-8-yl)carbonyl)-3-morpholinyl)benzonitrile